1-(3-(5-amino-2-chloro-4-fluoro-3-methylbenzamido)-4-(4-methylpiperazin-1-yl)phenyl)-N-(3-hydroxypropyl)-N-methyl-1H-1,2,3-triazole-4-carboxamide NC=1C(=C(C(=C(C(=O)NC=2C=C(C=CC2N2CCN(CC2)C)N2N=NC(=C2)C(=O)N(C)CCCO)C1)Cl)C)F